C1=NC=C(C2=CC=CC=C12)C1=NNC(=C1C#CC1=CC(=CC=C1)S(N)(=O)=O)C 3-(Isoquinolin-4-yl)-4-(3-sulfamoylphenylethynyl)-5-methyl-1H-pyrazole